2-[[3-[4-[(5-cyclopentyl-1H-pyrazol-3-yl)amino]pyrimidin-2-yl]-3-azabicyclo[3.1.1]hept-1-yl]methyl]isoindoline-1,3-dione C1(CCCC1)C1=CC(=NN1)NC1=NC(=NC=C1)N1CC2(CC(C1)C2)CN2C(C1=CC=CC=C1C2=O)=O